2-methylpyrido[4,3-d]pyrimidin-7-one CC=1N=CC=2C(N1)=CC(NC2)=O